[(3R)-3-(tert-butoxycarbonylamino)-5-[(4-chlorophenyl)methyl]-8-fluoro-1,1,4-trioxo-2,3-dihydro-1λ6,5-benzothiazepin-7-yl]boronic acid C(C)(C)(C)OC(=O)N[C@H]1CS(C2=C(N(C1=O)CC1=CC=C(C=C1)Cl)C=C(C(=C2)F)B(O)O)(=O)=O